ClC=1C=C(C=CC1F)N(S(=O)(=O)CCCN1CCCC1)CC1=NC=CC=C1C(=O)NN N-(3-chloro-4-fluorophenyl)-N-((3-(hydrazinecarbonyl)pyridin-2-yl)methyl)-3-(pyrrolidin-1-yl)propane-1-sulfonamide